3β-Hydroxy-23-oxoolean-12-en-28-oic acid C[C@]12CC[C@@H]([C@@]([C@@H]1CC[C@@]3([C@@H]2CC=C4[C@]3(CC[C@@]5([C@H]4CC(CC5)(C)C)C(=O)O)C)C)(C)C=O)O